ClC1=C(C(=C(C2=CC=CC=C12)C1=C(C=CC2=CC=CC=C12)P(C1=CC=CC=C1)C1=CC=CC=C1)P(C1=CC=CC=C1)C1=CC=CC=C1)Cl dichloro{(R)-2,2'-bis(diphenylphosphino)-1,1'-binaphthyl}